(2-(methoxycarbonyl)-6-(4-(trifluoromethyl)-1H-pyrazol-1-yl)pyridin-3-yl)boronic acid COC(=O)C1=NC(=CC=C1B(O)O)N1N=CC(=C1)C(F)(F)F